FC(C1=CC=C(C=C1)C=1C=C2CCN(CC2=CC1)C(=O)OC(C)(C)C)(F)F tert-butyl 6-(4-(trifluoromethyl)phenyl)-3,4-dihydroisoquinoline-2(1H)-carboxylate